(1-((2S,4R)-1-(TERT-BUTOXYCARBONYL)-4-HYDROXYPYRROLIDINE-2-CARBONYL)-4-METHYLPIPERAZINE-2-CARBONYL)-L-ALANINE C(C)(C)(C)OC(=O)N1[C@@H](C[C@H](C1)O)C(=O)N1C(CN(CC1)C)C(=O)N[C@@H](C)C(=O)O